5-{5-[(1R,4R,7R)-7-Amino-2-azabicyclo[2.2.1]heptane-2-carbonyl]-7-methoxy-1-methyl-1H-1,3-benzodiazol-2-yl}-1-cyclopropyl-1H-pyrrole-2-carbonitrile N[C@H]1[C@@H]2N(C[C@H]1CC2)C(=O)C2=CC1=C(N(C(=N1)C1=CC=C(N1C1CC1)C#N)C)C(=C2)OC